1-decyl-3-methyl-imidazolium C(CCCCCCCCC)N1C=[N+](C=C1)C